CC1(CN(CC1)C(=O)OCC1=CC=CC=C1)C(=O)[O-] 1-benzyl 3-methylpyrrolidine-1,3-dicarboxylate